(R)-1-(3-(3-chloro-5-(9H-purin-6-yl)phenyl)morpholino)prop-2-en-1-one ClC=1C=C(C=C(C1)C1=C2N=CNC2=NC=N1)[C@@H]1COCCN1C(C=C)=O